CP([O-])(=O)[O-] methanphosphonat